C(#N)CN1N=C(C2=CC=CC(=C12)C1CC1)NC(C1=CC=C(C=C1)F)=O N-(1-(cyanomethyl)-7-cyclopropyl-1H-indazol-3-yl)-4-fluorobenzamide